ClC=1C(=C(C=C(C1Cl)Cl)O)C1=CC=2N(C=C1)C=C(N2)CCO 3,4,5-trichloro-2-(2-(2-hydroxyethyl)imidazo[1,2-a]pyridin-7-yl)phenol